ClC1=CC=NC=2NC(C(=NC21)OC)=O 8-chloro-2-methoxypyrido[2,3-b]pyrazin-3(4H)-one